7-bromo-(2-hydroxyethyl)quinazolin-4(3H)-one BrC1=CC=C2C(NC(=NC2=C1)CCO)=O